[Mg].COC=1C=C(C=CC1)CCNC(C)=O N-[2-(3-methoxyphenyl)ethyl]acetamide Magnesium